N1=C(C=CC=C1)C1(CCOC2(CCOC2)C1)CCN 2-(9-(pyridin-2-yl)-2,6-dioxaspiro[4.5]decan-9-yl)ethanamine